CNC(=O)CN1C[C@@H]([C@H](CC1)NC(=O)C1=CC(=CC=2N(C=NC21)CC(F)(F)F)C#CCNC=2C(OC)=CC=C(C2)S(=O)(=O)C)C N-{(3S,4S)-1-[(N-methylcarbamoyl)methyl]-3-methyl-4-piperidyl}-6-[3-(4-mesyl-2-anisidino)-1-propynyl]-1-(2,2,2-trifluoroethyl)-1H-1,3-benzimidazole-4-carboxamide